(3r,5s)-5-[1-[(3-phenoxyphenyl)methyl]imidazol-2-yl]pyrrolidin-3-ol hydrochloride Cl.O(C1=CC=CC=C1)C=1C=C(C=CC1)CN1C(=NC=C1)[C@@H]1C[C@H](CN1)O